(Z)-2-(4-(quinolin-4-ylamino)but-1-ynyl)thiazole-5-carbaldehyde oxime N1=CC=C(C2=CC=CC=C12)NCCC#CC=1SC(=CN1)\C=N/O